S(C)(=O)(=O)O.CN1C(CC(CC1(C)C)OC=1C=CC(=NC1)C(=O)N)(C)C 5-[(1,2,2,6,6-pentamethylpiperidin-4-yl)oxy]pyridine-2-carboxamide mesylate